CC1=C(C=CC=C1C1=CC=2N(C=C1)C(=NN2)C2=CC=C(CN1C(CCCC1)C(=O)O)C=C2)C2=CC=CC=C2 1-(4-(7-(2-methyl-[1,1'-biphenyl]-3-yl)-[1,2,4]triazolo[4,3-a]pyridin-3-yl)benzyl)piperidine-2-carboxylic acid